3-(1-oxo-5-(5-(piperidin-4-ylmethyl)-2,5-diazabicyclo[2.2.1]heptan-2-yl)isoindolin-2-yl)piperidine-2,6-dione TFA salt OC(=O)C(F)(F)F.O=C1N(CC2=CC(=CC=C12)N1C2CN(C(C1)C2)CC2CCNCC2)C2C(NC(CC2)=O)=O